The molecule is a member of the class of xanthones that is 9H-xanthen-9-one substituted bybhydroxy groups at positions 1, 2 and 5. It is isolated from Garcinia subelliptica. It has a role as a metabolite. It is a member of xanthones and a polyphenol. C1=CC2=C(C(=C1)O)OC3=C(C2=O)C(=C(C=C3)O)O